(S)-l-1-(4,4-difluorocyclohexyl)-3-(pyrimidin-2-yloxy)-10-(trifluoromethyl)-3,4-dihydro-2H,6H-[1,4]thiazepino[2,3,4-ij]quinazoline-6,8(7H)-dione FC1(CCC(CC1)S1C[C@H](CN2C(NC(C3=CC(=CC1=C23)C(F)(F)F)=O)=O)OC2=NC=CC=N2)F